2-(5-((1-(dibenzo[b,d]furan-2-yl)ethyl)amino)-6-oxo-2-(3-(trifluoromethyl)-5,6-dihydro-[1,2,4]triazolo[4,3-a]pyrazin-7(8H)-yl)pyrimidin-1(6H)-yl)acetamide C1=C(C=CC=2OC3=C(C21)C=CC=C3)C(C)NC3=CN=C(N(C3=O)CC(=O)N)N3CC=2N(CC3)C(=NN2)C(F)(F)F